C(CCC)OC(=O)C=1NC=CN1 Butoxycarbonylimidazole